5-(benzyloxy)-2-(5-chlorobenzo[d]oxazol-2-yl)-6-methoxy-1,2,3,4-tetrahydroisoquinoline-3-carboxylic acid ethyl ester C(C)OC(=O)C1N(CC2=CC=C(C(=C2C1)OCC1=CC=CC=C1)OC)C=1OC2=C(N1)C=C(C=C2)Cl